2-Acetamido-2-deoxy-L-idopyranose C(C)(=O)N[C@H]1C(O)O[C@H]([C@H]([C@@H]1O)O)CO